O1C(=NC2=C1C=CC=C2)C=2C(=C(C(=C(C2C2=CC=C(C=C2)N2C1=CC=CC=C1C=1C=C(C=CC21)C)C2=CC=C(C=C2)N2C1=CC=CC=C1C=1C=C(C=CC21)C)N2C1=CC=CC=C1C=1C=C(C=CC21)C2=CC=CC=C2)C#N)C2=CC=C(C=C2)N2C1=CC=CC=C1C=1C=C(C=CC21)C 6'-(benzo[d]oxazol-2-yl)-4,4''-bis(3-methyl-9H-carbazol-9-yl)-5'-(4-(3-methyl-9H-carbazol-9-yl)phenyl)-3'-(3-phenyl-9H-carbazol-9-yl)-[1,1':2',1''-terphenyl]-4'-carbonitrile